COC=1C=C(C=C(C1)B1OC(C(O1)(C)C)(C)C)N1C(CC1)=O 1-(3-methoxy-5-(4,4,5,5-tetramethyl-1,3,2-dioxaborolan-2-yl)phenyl)azetidin-2-one